C1=C(C=CC2=NC3=CC=CC=C3N=C12)/C=C/C(=O)OCC Ethyl (E)-3-(phenazin-2-yl)acrylate